(trans-3-(4-chloro-5-iodo-7H-pyrrolo[2,3-d]pyrimidin-7-yl)cyclobutyl)methanol ClC=1C2=C(N=CN1)N(C=C2I)[C@@H]2C[C@H](C2)CO